5-amino-1-(4,4-difluorocyclohexyl)pyridin NC=1C=CCN(C1)C1CCC(CC1)(F)F